N,N-dimethyldodecyl-amine N-oxide C[N+](C)(CCCCCCCCCCCC)[O-]